tert-butyl ((1S)-(4,4-difluorocyclohexyl)(7-((3-oxo-2-azabicyclo[2.2.1]heptan-4-yl)methyl)imidazo[1,2-b]pyridazin-2-yl)methyl)carbamate FC1(CCC(CC1)[C@@H](C=1N=C2N(N=CC(=C2)CC23C(NC(CC2)C3)=O)C1)NC(OC(C)(C)C)=O)F